tert-butyl (6-(3-acetamido-4-((4-methyl-5-nitrothiazol-2-yl)carbamoyl)benzamido)hexyl)carbamate C(C)(=O)NC=1C=C(C(=O)NCCCCCCNC(OC(C)(C)C)=O)C=CC1C(NC=1SC(=C(N1)C)[N+](=O)[O-])=O